diiodol dilauroyl-glutamate C(CCCCCCCCCCC)(=O)N([C@@H](CCC(=O)O)C(=O)O)C(CCCCCCCCCCC)=O.[IH]1[IH]CC=C1